2,4-dihydroxy-5-isopropyl-N-(2-morpholinylphenyl)benzamide OC1=C(C(=O)NC2=C(C=CC=C2)N2CCOCC2)C=C(C(=C1)O)C(C)C